FC=1C=C(C=CC1NC1=NC=C(C(=N1)C=1C=NN(C1)C[C@@](CC)(C)O)C(F)(F)F)S(=O)(=O)N (S)-3-fluoro-4-((4-(1-(2-hydroxy-2-methylbutyl)-1H-pyrazol-4-yl)-5-(trifluoromethyl)pyrimidin-2-yl)amino)benzenesulfonamide